amino-4-aminobenzenesulfonic acid NC1=C(C=CC(=C1)N)S(=O)(=O)O